4-fluoro-N-(2-(2-methylpyrrolidin-3-yl)thieno[2,3-b]pyridin-4-yl)benzo[d]-thiazol-5-amine FC1=C(C=CC2=C1N=CS2)NC2=C1C(=NC=C2)SC(=C1)C1C(NCC1)C